C(#N)C1=C(C=C(C=C1)C=1C=C(SC1C1=CC2=C(C(=NO2)CCCCC)C=C1F)C(=O)N1C2CC(CC1CC2)NC(OC(C)(C)C)=O)F tert-butyl (8-(4-(4-cyano-3-fluorophenyl)-5-(5-fluoro-3-pentylbenzo[d]isoxazol-6-yl)thiophen-2-carbonyl)-8-azabicyclo[3.2.1]octane-3-yl)carbamate